6-(2,2'-dichloro-3'-((4-formyl-3-methylpyridin-2-yl)amino)-[1,1'-biphenyl]-3-yl)-2-methoxynicotinaldehyde ClC1=C(C=CC=C1C1=NC(=C(C=O)C=C1)OC)C1=C(C(=CC=C1)NC1=NC=CC(=C1C)C=O)Cl